FC=1C=C(C=CC1N1CCCCC1)NC(=O)C=1N=C(OC1C)N1CCCCC1 (3-fluoro-4-(piperidin-1-yl)phenyl)-5-methyl-2-(piperidin-1-yl)oxazole-4-carboxamide